BrC=1C=C(C(=C2C=CCOC12)F)F 8-bromo-5,6-difluoro-2H-chromene